tert-Butyl 3-(3-chloro-5-(2,2,2-trifluoroethoxy)phenyl)pyrrolidine-1-carboxylate ClC=1C=C(C=C(C1)OCC(F)(F)F)C1CN(CC1)C(=O)OC(C)(C)C